ClC=1C=C2C=3C=CC(=CC3NC2=CC1)NC1=CC(=C(C=C1)Cl)Cl 6-chloro-N-(3,4-dichlorophenyl)-9H-carbazol-2-amine